NC=1N=C(SC1C(=O)C1=CC(=NO1)OC1CCC(CC1)(F)F)N(C1=CC=C(C=C1)F)[C@@H](C(=O)N)C |r| rac-2-(N-[4-amino-5-[3-(4,4-difluorocyclohexoxy)isoxazole-5-carbonyl]thiazol-2-yl]-4-fluoro-anilino)propanamide